C(C)[Si](OC)(CC)C(C#N)CC diethyl-methoxysilyl-butyronitrile